6-((1-ethyl-3-oxoisoindolin-2-yl)methyl)benzo[d]oxazol-2(3H)-one C(C)C1N(C(C2=CC=CC=C12)=O)CC1=CC2=C(NC(O2)=O)C=C1